COC(=O)C=1C2=C(N=CN1)N(C=C2Br)C 5-Bromo-7-methyl-7H-pyrrolo[2,3-d]pyrimidine-4-carboxylic acid methyl ester